[Na+].CN1N=NC2=C1C=CC(=C2C)[C@H](CC(=O)[O-])C2=CC(=C(C=C2)C)CN2C[C@H](OC1=C(C2)C=CC=C1F)CC (R)-3-(1,4-Dimethyl-1H-benzo[d][1,2,3]triazol-5-yl)-3-(3-(((R)-2-ethyl-9-fluoro-2,3-dihydrobenzo[f][1,4]oxazepin-4(5H)-yl)methyl)-4-methylphenyl)propanoic acid, Sodium salt